7,7-dimethyl-10-(4-methylpyrazin-1-yl)-2-(4-(trifluoromethyl)phenyl)-5,12b-dihydro-1H,7H-chromeno[4,3-c][1,2,4]triazolo[1,2-a]pyridazin-1,3(2H)-dione CC1(OC=2C=C(C=CC2C2N3N(CC=C21)C(N(C3=O)C3=CC=C(C=C3)C(F)(F)F)=O)N3C=CN(C=C3)C)C